N-(4-(3-(4-(3-amino-6-methylisoxazolo[5,4-b]pyridin-4-yl)phenyl)ureido)-2-cyanophenyl)acrylamide NC1=NOC2=NC(=CC(=C21)C2=CC=C(C=C2)NC(NC2=CC(=C(C=C2)NC(C=C)=O)C#N)=O)C